4-(5-(2,6-dimethylphenoxy)-1-methyl-2-oxo-1,2-dihydropyridin-4-yl)-6-methyl-2-(pyridin-3-yl)-1,6-dihydro-7H-pyrrolo[2,3-c]pyridin-7-one CC1=C(OC=2C(=CC(N(C2)C)=O)C=2C3=C(C(N(C2)C)=O)NC(=C3)C=3C=NC=CC3)C(=CC=C1)C